NCCCCC(C)N 1,5-diaminohexane